COC(=O)C1(CCC(CC1)C1=NC(=CC(N1)=O)C)OC 4-(6-methyl-4-oxopyrimidinyl)-1-methoxycyclohexanecarboxylic acid methyl ester